N1-(2-(dimethylamino)ethyl)-N1-methyl-N4-(5-methoxy-4-(7-methoxy-1H-indol-3-yl)pyrimidin-2-yl)benzene-1,2,4-triamine CN(CCN(C=1C(=CC(=CC1)NC1=NC=C(C(=N1)C1=CNC2=C(C=CC=C12)OC)OC)N)C)C